COCCOCCOCCN1N=NC(=C1)CCC(=O)N1CC(N(CC1)C(=O)OC1=CC=CC=C1)CNC(CC1=CC=CC=C1)=O phenyl 4-(3-(1-(2-(2-(2-methoxyethoxy)ethoxy)ethyl)-1H-1,2,3-Triazol-4-yl)propanoyl)-2-((2-phenylacetamido)methyl)piperazin-1-carboxylat